5-Fluoro-1H-indole-7-carbonitrile FC=1C=C2C=CNC2=C(C1)C#N